N-(1-hydroxy-2-methylpropan-2-yl)-2-methyl-5-(pyridin-2-ylmethoxy)benzofuran OCC(C)(C)N1C(C=CC=C1)COC=1C=CC2=C(C=C(O2)C)C1